3-(chloromethyl)-2-methoxy-6-(trifluoromethyl)pyridine ClCC=1C(=NC(=CC1)C(F)(F)F)OC